tert-butyl (1S)-5-hydroxy-1-methyl-3,4-dihydro-1H-isoquinoline-2-carboxylate OC1=C2CCN([C@H](C2=CC=C1)C)C(=O)OC(C)(C)C